CC(=O)N[C@@H]1[C@H]([C@@H]([C@H](O[C@H]1O)COS(=O)(=O)O)O[C@H]2[C@@H]([C@H]([C@H]([C@H](O2)COS(=O)(=O)O)O)O)O)O The molecule is an amino disaccharide that consists of N-acetyl-6-O-sulfo-beta-D-glucosamine having a 6-O-sulfo-beta-D-galactosyl residue attached at position 4. It has a role as an epitope. It is an amino disaccharide and an oligosaccharide sulfate.